N1=CC(=CC=C1)N[C@@H]1CN(CC1)C(=O)OC(C)(C)C tert-Butyl (3S)-3-(3-pyridylamino)pyrrolidine-1-carboxylate